C(C)(C)(C)OC(C1=C(C=CC=C1)N1CCNCC1)=O piperazin-1-yl-benzoic acid tert-butyl ester